FC(S(=O)(=O)O)(F)F.C(C)N1CN(C=C1)C 1-Ethyl-3-methylimidazole trifluoromethanesulfonate